ClC1=C(C(=O)NCC(N2CCC(CC2)COC2=NC=C(C=N2)C)C2=C(N=CS2)C(F)F)C(=CC=C1)F 2-Chloro-N-{2-[4-(difluoromethyl)-1,3-thiazol-5-yl]-2-(4-{[(5-methylpyrimidin-2-yl)oxy]methyl}piperidin-1-yl)ethyl}-6-fluorobenzamide